CN1N=C(N=N1)C1CN(C1)C(=O)OC(C)(C)C tert-butyl 3-(2-methyl-2H-tetrazol-5-yl)azetidine-1-carboxylate